C(C)OC1=NC=CC(=C1)C1(CC(C1)C)C=1N(C(=NN1)S)C 5-[1-(2-ethoxypyridin-4-yl)-3-methylcyclobutyl]-4-methyl-4H-1,2,4-triazole-3-thiol